BrC=1C=CC\2=C(CCC3=C(\N=N2)C=CC(=C3)NC(OC(C)(C)C)=O)C1 tert-butyl (Z)-(9-bromo-11,12-dihydrodibenzo[c,g][1,2]diazocin-2-yl)carbamate